N-Cbz-L-methionine sulfoxide methyl ester COC([C@@H](NC(=O)OCC1=CC=CC=C1)CCS(=O)C)=O